CC1(N(CCN(C1)CC1CCNCC1)C(=O)OC(C)(C)C)C tert-butyl 2,2-dimethyl-4-(4-piperidylmethyl)piperazine-1-carboxylate